C(C1=CC=CC=C1)C=1C(=C(C=CC1)C(O)(C1=C(C(=C(C(=C1)CC)CC)N)N)C1=CC=CC=C1)CC1=CC=CC=C1 dibenzyldiethyl-diamino-triphenylmethanol